(S)-4-(5-((tetrahydrofuran-3-yl)oxy)benzo[d]oxazol-2-yl)picolinic acid O1C[C@H](CC1)OC=1C=CC2=C(N=C(O2)C2=CC(=NC=C2)C(=O)O)C1